[N+](=O)([O-])C=1C(=NC=CC1)NCCCN(CCCCCCCC(=O)OCCC(CCCC)CCCC)CCCCCCCC(OC(CCCCCCC)CCCCCCC)=O 3-butylheptyl 8-((3-((3-nitropyridin-2-yl)amino)propyl)(8-oxo-8-(pentadecan-8-yloxy)octyl)amino)octanoate